N-(4-amino-2,3-difluorobenzyl)-6'-fluoro-4'-oxo-3',4'-dihydro-1'h-spiro[piperidine-4,2'-quinoline]-1-carboxamide NC1=C(C(=C(CNC(=O)N2CCC3(NC4=CC=C(C=C4C(C3)=O)F)CC2)C=C1)F)F